6-Phenyl-1,2,3,4-tetrahydro-2,7-naphthyridine C1(=CC=CC=C1)C=1C=C2CCNCC2=CN1